N1C=CN(C=C1)C#N 1H-pyrazine-4-carbonitrile